5,5-dimethyl-3-thiocyano-4,5-dihydro-isoxazole CC1(CC(=NO1)SC#N)C